C1=CC=C(C=2C(=CC=C(C12)C(=O)O)C(=O)O)C(=O)O 4,5,8-naphthalenetricarboxylic acid